COC=1C=C2CCNC(C2=CC1)=O 6-(methoxy)-3,4-dihydro-2H-isoquinolin-1-one